FC(CC(C(=O)OC)=P(C1=CC=CC=C1)(C1=CC=CC=C1)C1=CC=CC=C1)(F)F methyl 4,4,4-trifluoro-2-(triphenyl-λ5-phosphanylidene)butanoate